anti-ethyl 2-(5-(4-azidophenyl)-1-(4-ethynylbenzyl)piperidin-3-yl)acetate N(=[N+]=[N-])C1=CC=C(C=C1)C1CC(CN(C1)CC1=CC=C(C=C1)C#C)CC(=O)OCC